FC=1C(=C2C(=NC1C1=CC=C(C=C1)C)C1=C(O2)C=CC=C1)C1=CC=CC=C1 3-fluoro-4-phenyl-2-(4-methylphenyl)benzofuro[3,2-b]Pyridine